(5'S,7a'R)-1-(2-fluoro-5-methoxybenzene-1-carbonyl)-5'-(3-fluoro-phenyl)tetrahydro-3'H-spiro[piperidine-4,2'-pyrrolo[2,1-b]-[1,3]oxazol]-3'-one FC1=C(C=C(C=C1)OC)C(=O)N1CCC2(C(N3[C@H](O2)CC[C@H]3C3=CC(=CC=C3)F)=O)CC1